NC1=NC=2C(=CC=CC2C=2N1C=C(N2)C(=O)N2CC1=CC(=CC=C1CC2)NC(C)=O)F N-(2-(5-amino-7-fluoroimidazo[1,2-c]quinazoline-2-carbonyl)-1,2,3,4-tetrahydroisoquinolin-7-yl)acetamide